3-(2-{[6,6-dimethylpiperidin-3-yl]amino}-5-(trifluoromethyl)pyrimidin-4-yl)-7-methyl-1H,4H,5H,6H,7H,8H-pyrrolo[2,3-c]azepin-8-one CC1(CCC(CN1)NC1=NC=C(C(=N1)C1=CNC=2C(N(CCCC21)C)=O)C(F)(F)F)C